6-chloro-2-methyl-3-((2-(3-(5-methyl-6-oxo-1,6-dihydropyridazin-4-yl)propyl)-2-azaspiro[3.3]heptan-6-yl)methyl)benzonitrile ClC1=CC=C(C(=C1C#N)C)CC1CC2(CN(C2)CCCC=2C=NNC(C2C)=O)C1